ClC1=C(C=CC=C1Cl)C=1N=CC=C2C(=C(C=NC12)C(=O)O)N(C)C 8-(2,3-dichlorophenyl)-4-(dimethylamino)-1,7-naphthyridine-3-carboxylic acid